1-(3-chloro-2-fluorobenzyl)-4-((3-chloro-6-((5-methyl-1H-pyrazol-3-yl)amino)pyridin-2-yl)methyl)-piperidine-4-carboxylic acid ClC=1C(=C(CN2CCC(CC2)(C(=O)O)CC2=NC(=CC=C2Cl)NC2=NNC(=C2)C)C=CC1)F